(S)-N-((S)-(3-chloro-2,4-difluorophenyl)(6-(difluoromethyl)-5-fluoropyridin-2-yl)methyl)-2-oxoimidazolidine-4-carboxamide ClC=1C(=C(C=CC1F)[C@H](NC(=O)[C@H]1NC(NC1)=O)C1=NC(=C(C=C1)F)C(F)F)F